ClC1=C(C(=CC2=C1N(N=N2)CC(CC)(O)CC)C2=C(C=CC=C2)C2=CC(=C(C=C2)C#N)F)F 2'-(7-chloro-1-(2-ethyl-2-hydroxybutyl)-6-fluoro-1H-benzo[d][1,2,3]triazol-5-yl)-3-fluoro-[1,1'-biphenyl]-4-carbonitrile